4-(4-chloro-2-(1-(2-hydroxyethyl)-1H-pyrazol-4-yl)phenyl)-4-hydroxy-2-methylenebutanenitrile ClC1=CC(=C(C=C1)C(CC(C#N)=C)O)C=1C=NN(C1)CCO